(1,1-dimethylethyl)-1H-1,2,4-triazole-1-ethanol CC(C)(C)C1=NN(C=N1)CCO